C(C)(C)(C)OC(N[C@@H](C)C1=NC(=NO1)C1=CC(=NC=C1)OCC)=O (S)-(1-(3-(2-ethoxypyridin-4-yl)-1,2,4-oxadiazol-5-yl)ethyl)carbamic acid tert-butyl ester